N-(3-(tert-butyl)isoxazol-5-yl)-1-(imidazo[1,2-a]pyrazin-3-ylmethyl)indoline-6-carboxamide C(C)(C)(C)C1=NOC(=C1)NC(=O)C1=CC=C2CCN(C2=C1)CC1=CN=C2N1C=CN=C2